NC1=NC(=CC(=C1)NCCCC)CCC1=CC=C(C=C1)CN1CCCC1 2-Amino-4-(butylamino)-6-(4-(pyrrolidin-1-ylmethyl)phenethyl)pyridine